tert-butyl 2-(3-bromophenyl)-2-{5-[3-(dimethylamino)propyl]-2-oxo-4-(trifluoromethyl)pyridin-1-yl}acetate BrC=1C=C(C=CC1)C(C(=O)OC(C)(C)C)N1C(C=C(C(=C1)CCCN(C)C)C(F)(F)F)=O